cyclopentyl-N-phenyl-2-((5-(piperazin-1-ylsulfonyl)pyridin-2-yl)amino)-7H-pyrrolo[2,3-d]pyrimidine-6-carboxamide C1(CCCC1)C=1C2=C(N=C(N1)NC1=NC=C(C=C1)S(=O)(=O)N1CCNCC1)NC(=C2)C(=O)NC2=CC=CC=C2